(t-Butoxycarbonyl)carbamic acid tert-butyl ester C(C)(C)(C)OC(NC(=O)OC(C)(C)C)=O